C(C1=CC=CC=C1)C=1C=NC(=NC1)NC(CBr)=O N-(5-benzylpyrimidin-2-yl)-2-bromoacetamide